NC([C@H](CCC(=O)OC(C)(C)C)N1C(C2=CC=C(C=C2C1)O[C@@H]1CNCC1)=O)=O tert-butyl (S)-5-amino-5-oxo-4-(1-oxo-5-(((S)-pyrrolidin-3-yl) oxy)isoindolin-2-yl)pentanoate